C(CCCC=C)N1N=C2C(=N1)C=CC=C2 2-(hex-5-en-1-yl)-2H-benzo[d][1,2,3]triazole